4-(3-(2,4-dioxotetrahydropyrimidin-1(2H)-yl)-5-fluoro-1-methyl-1H-indazol-6-yl)-3,6-dihydropyridine-1(2H)-carboxylic acid tert-butyl ester C(C)(C)(C)OC(=O)N1CCC(=CC1)C1=C(C=C2C(=NN(C2=C1)C)N1C(NC(CC1)=O)=O)F